4-[2-(4-chloro-3-fluorophenoxy)acetamido]-2-fluoro-bicyclo[2.2.2]octane-1-carboxylic acid ClC1=C(C=C(OCC(=O)NC23CC(C(CC2)(CC3)C(=O)O)F)C=C1)F